2-(piperidin-4-yl)propanoic acid N1CCC(CC1)C(C(=O)O)C